racemic-1-[1-(4-bromophenyl)ethyl]-4-methyl-piperazine BrC1=CC=C(C=C1)[C@@H](C)N1CCN(CC1)C |r|